IC=1C=NC2=C(C=C(C=C2C1)F)F 3-iodo-6,8-difluoroquinoline